C(#N)C1=CC=C(C=C1)N1N=C(C=C1OCC1=NC=CC=C1)C(=O)OCC ethyl 1-(4-cyanophenyl)-5-(2-pyridylmethoxy)pyrazole-3-carboxylate